C[C@@]12C[C@H](N([C@H]2C1)C(CNC(C1=NC=C(C=C1)OC1=CC=CC=C1)=O)=O)C(=O)OCC ethyl (1S,3S,5S)-5-methyl-2-((5-phenoxypicolinoyl)glycyl)-2-azabicyclo[3.1.0]-hexane-3-carboxylate